racemic-tert-butyl 2-oxo-6-oxa-1,9-diazaspiro[3.6]decane-9-carboxylate O=C1N[C@@]2(C1)COCCN(C2)C(=O)OC(C)(C)C |r|